C(C)(C)(C)OC(=O)N[C@H](C(=O)O)C1CCC(CC1)C(F)(F)F (2S)-2-((tert-butoxycarbonyl)amino)-2-(4-(trifluoromethyl)cyclohexyl)acetic acid